1-((4,4,8-trimethyltricyclo[6.3.1.02,5]dodecan-1-yl)oxy)butan-2-ol CC1(CC2C3(CCCC(CCC12)(C3)C)OCC(CC)O)C